C(C)C(=CCC(C(=O)O)(C(=O)O)CC=C)CC.C(C)OC(C(C(=O)OCC)(CC=C)CC=C)=O Diethyldiallylmalonate (Diethyl Diallyl malonate)